N-[(2S)-1-({(1S)-1-cyano-2-[(3S)-2-oxopyrrolidin-3-yl]ethyl}amino)-4-methyl-1-oxopentan-2-yl]-6-propoxy-1H-indole-2-carboxamide C(#N)[C@H](C[C@H]1C(NCC1)=O)NC([C@H](CC(C)C)NC(=O)C=1NC2=CC(=CC=C2C1)OCCC)=O